(S)-2-(6-bromo-1-oxoisoindolin-2-yl)propionic acid tert-butyl ester C(C)(C)(C)OC([C@H](C)N1C(C2=CC(=CC=C2C1)Br)=O)=O